((1r,3r)-3-((4-methoxy-5-(1-methyl-1H-benzo[d][1,2,3]triazol-6-yl)-7H-pyrrolo[2,3-d]pyrimidin-2-yl)amino)-1-methylcyclobutyl)(pyrrolidin-1-yl)methanone COC=1C2=C(N=C(N1)NC1CC(C1)(C)C(=O)N1CCCC1)NC=C2C=2C=CC1=C(N(N=N1)C)C2